2-Amino-3-prop-2-enylsulfanylpropanoic acid NC(C(=O)O)CSCC=C